(E)-N-hydroxy-3-(3-(4-(2-(pyridin-3-yl)vinyl)phenoxy)azetidin-1-yl)-2-(1H-pyrrol-1-yl)benzamide ONC(C1=C(C(=CC=C1)N1CC(C1)OC1=CC=C(C=C1)\C=C\C=1C=NC=CC1)N1C=CC=C1)=O